N-(1-cyanocyclopropyl)-3-(5-(difluoromethyl)-1,3,4-thiadiazol-2-yl)-8-((2S,5S)-2-(methoxymethyl)-5-methylmorpholino)imidazo[1,2-a]pyridine-6-sulfonamide C(#N)C1(CC1)NS(=O)(=O)C=1C=C(C=2N(C1)C(=CN2)C=2SC(=NN2)C(F)F)N2C[C@H](OC[C@@H]2C)COC